[4-(3-Fluorophenyl)sulfonylmorpholin-2-yl]benzothiophen-2-carboxamid FC=1C=C(C=CC1)S(=O)(=O)N1CC(OCC1)C1=C(SC2=C1C=CC=C2)C(=O)N